1-(5-fluoro-2-methoxyphenyl)ethylamine FC=1C=CC(=C(C1)C(C)N)OC